2-(2-(3-(trimethoxysilyl)propylureido)ethyl)aminoacetic acid CO[Si](CCCNC(NCCNCC(=O)O)=O)(OC)OC